Cl.CNCCOCCNC(=O)C1=CC2=C(N(C(=N2)NC=2SC3=C(N2)C=CC(=C3)Cl)C)C=C1 2-(6-Chloro-benzothiazol-2-ylamino)-1-methyl-1H-benzoimidazole-5-carboxylic acid [2-(2-methylamino-ethoxy)-ethyl]-amide hydrochloride